7-(7-acetyl-7-azaspiro[3.5]nonan-2-yl)-N-hydroxy-5,6,7,8-tetrahydro-1,7-naphthyridine-3-carboxamide C(C)(=O)N1CCC2(CC(C2)N2CCC=3C=C(C=NC3C2)C(=O)NO)CC1